4-(chloromethyl)-4'-(3,5-difluorophenoxy)-3-methoxy-1,1'-biphenyl ClCC1=C(C=C(C=C1)C1=CC=C(C=C1)OC1=CC(=CC(=C1)F)F)OC